4-(5-cyano-2-methoxyphenyl)-N-(5-(4-cyanophenyl)thiazolo[5,4-b]pyridin-2-yl)nicotinamide C(#N)C=1C=CC(=C(C1)C1=CC=NC=C1C(=O)NC=1SC2=NC(=CC=C2N1)C1=CC=C(C=C1)C#N)OC